Ethyl-9-isopropoxy-8-methoxy-1-(thiophen-2-yl)-5,6-dihydroimidazo[5,1-a]isoquinoline-3-carboxylate C(C)OC(=O)C1=NC(=C2N1CCC1=CC(=C(C=C21)OC(C)C)OC)C=2SC=CC2